NC1=NC(=CC(=N1)N1[C@@H](COCCC1)C=1C=C(C(=O)N(C)C)C=CC1Cl)C |r| (+/-)-3-(4-(2-amino-6-methylpyrimidin-4-yl)-1,4-oxazepan-3-yl)-4-chloro-N,N-dimethylbenzamide